methyl 2-(3-bromo-6-chloropyridin-2-yl)-2-methylpropanoate BrC=1C(=NC(=CC1)Cl)C(C(=O)OC)(C)C